C[N+]1=CC=C(C=C1)C1=CC=[N+](C=C1)CC(=O)O 1-methyl-1'-carboxylmethyl-4,4'-Bipyridinium